1-benzyl 5-ethyl (tert-butoxycarbonyl)-L-valyl-D-glutamate C(C)(C)(C)OC(=O)N[C@@H](C(C)C)C(=O)N[C@H](CCC(=O)OCC)C(=O)OCC1=CC=CC=C1